C(=O)O.NC1CC(CCC1)NC(=O)C1=CC2=C(N3C(S2)=NC(=C3)C3=CC=C(C=C3)C(NC)=O)C=C1 N-(3-aminocyclohexyl)-2-(4-(methylcarbamoyl)phenyl)benzo[d]imidazo[2,1-b]thiazole-7-carboxamide formate